1-(1H-indole-6-carbonyl)-4-methoxypyrrolidine-2-carboxamide N1C=CC2=CC=C(C=C12)C(=O)N1C(CC(C1)OC)C(=O)N